2-(((1-(L-lysyl)piperidin-4-yl)thio)methyl)-8-methylquinazolin-4(3H)-one dihydrochloride Cl.Cl.N[C@@H](CCCCN)C(=O)N1CCC(CC1)SCC1=NC2=C(C=CC=C2C(N1)=O)C